(4-(4-cyanophenyl)piperidine-1-carbonyl)-2-cyclobutyl-4-methylbenzoyl-hydrazine C(#N)C1=CC=C(C=C1)C1CCN(CC1)C(=O)N(N)C(C1=C(C=C(C=C1)C)C1CCC1)=O